P(=O)(O)(O)OC1=CC=C(C[C@H](N)C(=O)O)C=C1 phosphonotyrosine